C(C)(C)(C)OC(N(CCO[Si](C)(C)C(C)(C)C)C=1C=NC(=CC1)Br)=O (6-bromopyridin-3-yl)(2-((tert-butyldimethylsilyl)oxy)ethyl)carbamic acid tert-butyl ester